rac-(5S,7S)-N-Cyclopropyl-7-fluoro-5-phenyl-N-(2,2,2-trifluoroethyl)-6,7-dihydro-5H-pyrrolo[1,2-b][1,2,4]triazol-2-carboxamid C1(CC1)N(C(=O)C=1N=C2N(N1)[C@@H](C[C@@H]2F)C2=CC=CC=C2)CC(F)(F)F |r|